2-(2-(methylsulfonyl)-N-(prop-2-yn-1-yl)pyrimidine-5-carboxamido)ethyl (2-(trimethylammonio)ethyl) phosphate P(=O)(OCCN(C(=O)C=1C=NC(=NC1)S(=O)(=O)C)CC#C)(OCC[N+](C)(C)C)[O-]